The molecule is the 2-(3,4-dihydroxybenzoyl) derivative of 2,4,6-trihydroxybenzoic acid. A metabolite of quercetin, an abundant flavonoid found in edible vegetables, grains and fruits which is used as an ingredient in supplements, beverages, or foods. It is a dihydroxybenzoic acid and a benzoate ester. It is a conjugate acid of a 2-(3,4-dihydroxybenzoyloxy)-4,6-dihydroxybenzoate. C1=CC(=C(C=C1C(=O)OC2=CC(=CC(=C2C(=O)O)O)O)O)O